diethylaminoethyl trifluoroacetate FC(C(=O)OCCN(CC)CC)(F)F